CC(=CCCC(C)(C#C)OC(=O)C)C dehydrolinalyl acetate